4-tert-butyl 6,6-dimethylmorpholine-3,4-dicarboxylate CC1(OCC(N(C1)C(=O)OC(C)(C)C)C(=O)[O-])C